C(=O)NC1=CC=C(C=C1)C formyl-p-toluidine